FC(C1=CC(=NC=C1C1=NC(=NC(=N1)N1[C@@H](COCC1)C)N1CC2OC(C1)C2)N)F 4-(difluoromethyl)-5-[4-[(3R)-3-methylmorpholin-4-yl]-6-(6-oxa-3-azabicyclo[3.1.1]hept-3-yl)-1,3,5-triazin-2-yl]pyridin-2-amine